2-phenyl-2,8-diazaspiro[4.5]decan-4-amine hydrochloride Cl.C1(=CC=CC=C1)N1CC2(C(C1)N)CCNCC2